2-phenyl-N-(4-(((tetrahydro-2H-pyran-2-yl)oxy)carbamoyl)benzyl)quinoline-4-formamide C1(=CC=CC=C1)C1=NC2=CC=CC=C2C(=C1)C(=O)NCC1=CC=C(C=C1)C(NOC1OCCCC1)=O